1-(4-bromo-2-methoxyphenoxy)-3-((3-methoxy-4-(2-(4-methylpiperidin-1-yl)ethoxy)benzyl)(methyl)amino)propan-2-ol BrC1=CC(=C(OCC(CN(C)CC2=CC(=C(C=C2)OCCN2CCC(CC2)C)OC)O)C=C1)OC